(2E)-N-[(2E)-3,7-dimethylocta-2,6-dien-1-yl]-3-(1H-imidazol-4-yl)prop-2-enamide C\C(=C/CNC(\C=C\C=1N=CNC1)=O)\CCC=C(C)C